8-chloro-5-methyl-1-(2-azaspiro[3.3]heptan-6-yl)-5,6-dihydro-4H-benzo[f][1,2,4]-triazolo[4,3-a][1,4]diazepine TFA salt OC(=O)C(F)(F)F.ClC=1C=CC2=C(CN(CC=3N2C(=NN3)C3CC2(CNC2)C3)C)C1